O=C1N(C=NC2=CC=C(C=C12)C=O)C1=NC=CC=C1 4-oxo-3-(pyridin-2-yl)-3,4-dihydro-quinazoline-6-carbaldehyde